2-(2-(cyclopropanesulfonamido)pyrimidin-4-yl)-N-(4-(6-methoxypyrazin-2-yl)phenyl)butanamide C1(CC1)S(=O)(=O)NC1=NC=CC(=N1)C(C(=O)NC1=CC=C(C=C1)C1=NC(=CN=C1)OC)CC